tert-butyl 4-((2-bromo-4-(trifluoromethyl) benzyl) (methyl) amino)-4-methylpiperidine-1-carboxylate BrC1=C(CN(C2(CCN(CC2)C(=O)OC(C)(C)C)C)C)C=CC(=C1)C(F)(F)F